N-(4-(4-amino-5-(3-methoxy-4-(pyrimidin-2-yloxy)phenyl)pyrazolo[5,1-f][1,2,4]triazin-6-yl)phenyl)acrylamide NC1=NC=NN2C1=C(C(=N2)C2=CC=C(C=C2)NC(C=C)=O)C2=CC(=C(C=C2)OC2=NC=CC=N2)OC